5-bromo-3-iodo-1H-pyrazolo[3,4-b]Pyridine-1-carboxylic acid tert-butyl ester C(C)(C)(C)OC(=O)N1N=C(C=2C1=NC=C(C2)Br)I